BrC1=C(C(=CC(=C1)C#CC)OC)C=1C(NC2(C1O)CCC(CC2)OCC(F)F)=O ds-3-[2-Bromo-6-methoxy-4-(prop-1-yn-1-yl)phenyl]-8-(2,2-difluoroethoxy)-4-hydroxy-1-azaspiro[4.5]dec-3-en-2-one